ClC=1C(=NC=C(C1)[N+](=O)[O-])N1N=C(N=C1)C 3-chloro-2-(3-methyl-1H-1,2,4-triazole-1-yl)-5-nitropyridine